(3-phenoxybenzyl)-3-phenylpropionate O(C1=CC=CC=C1)C=1C=C(COC(CCC2=CC=CC=C2)=O)C=CC1